2-[4-(4-chlorophenyl)-5-[2-(difluoromethyl)-4-pyridyl]-2-hydroxy-imidazol-1-yl]-1-(2,7-diazaspiro[3.5]non-7-yl)ethanone Acryl-Acrylat C(=O)(C=C)OC(C=C)=O.ClC1=CC=C(C=C1)C=1N=C(N(C1C1=CC(=NC=C1)C(F)F)CC(=O)N1CCC2(CNC2)CC1)O